1-(3-chloro-2,4-difluorophenyl)-2-(4-(trifluoromethyl)cyclohexyl)ethan-1-one ClC=1C(=C(C=CC1F)C(CC1CCC(CC1)C(F)(F)F)=O)F